(1r,3r)-N,N-dibenzyl-3-(2-methoxyethoxy)cyclobutan-1-amine C(C1=CC=CC=C1)N(C1CC(C1)OCCOC)CC1=CC=CC=C1